(RS)-1-cyclopropyl-N'-((3-cyclopropyl-2-(trifluoromethyl)-6,7-dihydro-5H-cyclopenta[b]pyridin-4-yl)carbamoyl)-1H-pyrazole-3-sulfonimidamide C1(CC1)N1N=C(C=C1)[S@@](=O)(N)=NC(NC1=C2C(=NC(=C1C1CC1)C(F)(F)F)CCC2)=O |r|